trans-2-(4-pyridyl)-4-vinylbenzoic acid C=CC1=CC(=C(C=C1)C(=O)O)C2=CC=NC=C2